1-(3,5-dichloro-4-fluorophenyl)cyclopropane-1-carbonitrile ClC=1C=C(C=C(C1F)Cl)C1(CC1)C#N